2-(2-Fluorophenyl)-N-[4-(5-fluoropyridin-3-yl)-3-sulfamoylphenyl]acetamide FC1=C(C=CC=C1)CC(=O)NC1=CC(=C(C=C1)C=1C=NC=C(C1)F)S(N)(=O)=O